C(C(=C)C)(=O)OCCC[SiH2]OC(OCC)OCC methacryloxypropyl-diethoxymethoxysilane